Tert-butyl ((1-(2-(1,1-dioxido-2,3-dihydrobenzo[f][1,4]thiazepin-4(5H)-yl)-6-methyl-quinazolin-4-yl)-3-hydroxypyrrolidin-3-yl)methyl)carbamate O=S1(CCN(CC2=C1C=CC=C2)C2=NC1=CC=C(C=C1C(=N2)N2CC(CC2)(O)CNC(OC(C)(C)C)=O)C)=O